2-chloro-4-(1'-((2-chlorophenyl)sulfonyl)-[4,4'-bipiperidin]-1-yl)-N,N-dimethylbenzamide ClC1=C(C(=O)N(C)C)C=CC(=C1)N1CCC(CC1)C1CCN(CC1)S(=O)(=O)C1=C(C=CC=C1)Cl